2-(4-(difluoromethoxy)benzyl)-7-methoxy-1-methyl-5-(2-methylpyridin-3-yl)-1,5-dihydro-4H-imidazo[4,5-c][1,8]naphthyridin-4-one FC(OC1=CC=C(CC=2N(C3=C(C(N(C=4N=C(C=CC34)OC)C=3C(=NC=CC3)C)=O)N2)C)C=C1)F